hexyloxyt-butyldimethylsilane C(CCCCC)O[Si](C)(C)C(C)(C)C